N-(6-chloropyridazin-3-yl)-2,4-dimethoxybenzamide ClC1=CC=C(N=N1)NC(C1=C(C=C(C=C1)OC)OC)=O